Diphenyl-Phosphinyl Chloride C1(=CC=CC=C1)P(=O)(C1=CC=CC=C1)Cl